2-(4-(3-chlorobenzophenyl)piperazin-1-yl)-1-(4-(2-methoxybenzyl)piperazin-1-yl)ethan-1-one ClC1=CC2=C(C=CC=C2N2CCN(CC2)CC(=O)N2CCN(CC2)CC2=C(C=CC=C2)OC)C=C1